COC1=C2C=C(NC2=CC=C1)C(=O)N1CC2=CC=CC=C2C1 2-(4-methoxy-1H-indole-2-carbonyl)isoindoline